C(C)(=O)OC(C(C)OC(C)=O)OCC=C allyloxy-1,2-propanediol diacetate